C(C)OC(C1=CC=C(C=C1)NC(=O)C=1OC(=CC1)[N+](=O)[O-])=O 4-(5-nitrofuran-2-carboxamido)benzoic acid ethyl ester